4-[(tert-butyldimethylsilyl)oxy]-2-methylaniline [Si](C)(C)(C(C)(C)C)OC1=CC(=C(N)C=C1)C